C1(CC1)CN1[C@H](CC1)COC1=C(N(N=C1)C)C1=CC=2N(C=C1)N=C(C2)NC(=O)C2CC2 N-[5-[4-[[(2R)-1-(cyclopropylmethyl)azetidin-2-yl]methoxy]-2-methyl-pyrazol-3-yl]pyrazolo[1,5-a]pyridin-2-yl]cyclopropanecarboxamide